C(C1=CC=CC=C1)OC(=O)N[C@H](C(=O)O)CC1(CC1)C (2S)-2-(Benzyloxycarbonylamino)-3-(1-methylcyclopropyl)propanoic acid